CP(OC1=C(C(=CC(=C1)CCCCC)O)C1C(CCC(=C1)C)C(=C)C)(OCCC)=O 6-hydroxy-5'-methyl-4-pentyl-2'-(prop-1-en-2-yl)-1',2',3',4'-tetrahydro-[1,1'-biphenyl]-2-yl propyl methylphosphonate